tert-butyl (2R,3S)-2-[[2-[(4,4-difluorocyclohexyl)amino]-1-(5-fluoro-3-pyridyl)-2-oxo-ethyl]-[4-(pentafluoro-λ6-sulfanyl)phenyl]carbamoyl]-3-methyl-azetidine-1-carboxylate FC1(CCC(CC1)NC(C(C=1C=NC=C(C1)F)N(C(=O)[C@@H]1N(C[C@@H]1C)C(=O)OC(C)(C)C)C1=CC=C(C=C1)S(F)(F)(F)(F)F)=O)F